CC=1C(=CC=2CN[C@@H]3CCC4=C([C@H]3C2C1)C=C(C(=C4)O)O)O (6aR,12bS)-(+)-2-methyl-3,10,11-trihydroxy-5,6,6a,7,8,12b-hexahydrobenzo[a]phenanthridine